3-methyl-2-aminoquinoline CC=1C(=NC2=CC=CC=C2C1)N